2-((1-benzylpiperidin-4-yl)methylene)-5,6-dimethoxy-2,3-dihydro-1H-inden-1-one C(C1=CC=CC=C1)N1CCC(CC1)C=C1C(C2=CC(=C(C=C2C1)OC)OC)=O